NC1=C(C(=NN1C1CC2CC2C1)C1=CC=C(C=C1)CNC(C1=C(C=CC=C1)OC)=O)C#N N-[[4-[5-amino-1-(3-bicyclo[3.1.0]hexyl)-4-cyano-pyrazol-3-yl]phenyl]methyl]-2-methoxy-benzamide